N[C@@H](CC(=O)O)C(=O)O.N[C@@H](CCCN)C(=O)O L-ornithine L-ASPARTATE SALT